ClC1=CC(=NC=C1C(=O)NC([2H])([2H])[2H])NC(=O)C1CC1 4-Chloro-6-(cyclopropanecarboxamido)-N-(methyl-d3)nicotinamide